3,3-dimethylbenzoic acid CC1(CC(C(=O)O)=CC=C1)C